3-(3-((2-(3-((6-Fluoro-4-(1H-pyrazol-5-yl)-1H-indol-5-yl)oxy)phenyl)-1H-imidazol-4-yl)methyl)phenyl)propanoic acid FC1=C(C(=C2C=CNC2=C1)C1=CC=NN1)OC=1C=C(C=CC1)C=1NC=C(N1)CC=1C=C(C=CC1)CCC(=O)O